CC(C(=O)OCCCCCC)=CC 2-methyl-2-butenoic acid, hexyl ester